CC=1OC(=NN1)C(F)(F)F methyl-5-trifluoromethyl-1,3,4-oxadiazole